ethyl 5,6,7,8-tetrahydro-imidazo[1,2-a]pyridine-2-carboxylate N=1C(=CN2C1CCCC2)C(=O)OCC